C(C)(C)(C)C=1C=C(C=CC1)[C@H](C)NC(=O)C1=CC=C2C(=C(N(C2=C1)C)C)CC=1C=CC(=C(O[C@H](C(=O)O)C)C1)Cl (S)-2-(5-((6-(((S)-1-(3-(tert-butyl)phenyl)ethyl)carbamoyl)-1,2-dimethyl-1H-indol-3-yl)methyl)-2-chlorophenoxy)propanoic acid